ClC1=CC(=C(C=C1)NC1=NC(=NN1C)C=1C=NC(=CC1)F)OCOCC[Si](C)(C)C N-(4-Chloro-2-((2-(trimethylsilyl)ethoxy)methoxy)phenyl)-3-(6-fluoropyridin-3-yl)-1-methyl-1H-1,2,4-triazol-5-amine